C[C@H]1CCNC(CCN2N=CC(C3=NNC=4C=CC(O1)=CC34)=N2)=O (12S)-12-methyl-13-oxa-4,5,9,18,19,22-hexaazatetracyclo[12.5.2.12,5.017,20]docosa-1(19),2(22),3,14(21),15,17(20)-hexaen-8-one